(S)-4-fluoro-3-((4-((2-hydroxy-1-phenylethyl)amino)-5-(3-(quinuclidin-4-yl)-1,2,4-oxadiazol-5-yl)pyridin-2-yl)amino)-6,9-dihydro-11H-pyridazino[1,2-a]indazol-11-one FC=1C(=CC=C2C(N3N(C12)CC=CC3)=O)NC3=NC=C(C(=C3)N[C@H](CO)C3=CC=CC=C3)C3=NC(=NO3)C31CCN(CC3)CC1